2-phosphonobutane-1,2,4-tricarboxylate P(=O)(O)(O)C(CC(=O)[O-])(CCC(=O)[O-])C(=O)[O-]